7-(8-ethyl-7-fluoro-3-(methoxymethoxy)naphthalen-1-yl)-2-(((2R,7aS)-2-fluorotetrahydro-1H-pyrrolizin-7a(5H)-yl)methoxy)-5,6,7,8-tetrahydropyrido[3,4-d]pyrimidin-4-ol C(C)C=1C(=CC=C2C=C(C=C(C12)N1CC=2N=C(N=C(C2CC1)O)OC[C@]12CCCN2C[C@@H](C1)F)OCOC)F